ethyl 4-(8-(pyridin-2-yl)-5,6-dihydro-11H-benzo[5,6]cyclohepta[1,2-b]pyridin-11-ylidene)piperidine-1-carboxylate N1=C(C=CC=C1)C=1C=CC2=C(CCC=3C(=NC=CC3)C2=C2CCN(CC2)C(=O)OCC)C1